(3S)-3-(methoxymethyl)morpholine COC[C@@H]1NCCOC1